FC(C(=O)O)(F)F.FC=1C(=C(C(=C(C(=O)N)C1)F)F)O trifluoro-4-hydroxybenzamide, trifluoroacetate salt